C1(=CC=CC=C1)N1N=CC(=C1)N1N=CC2=C1CN(C2)C#N 1-(1-phenyl-1H-pyrazol-4-yl)-4,6-dihydropyrrolo[3,4-c]pyrazole-5(1H)-carbonitrile